4-[[(2S,3R,4S,5S)-3-[2-(cyclobutoxy)-3,4-difluoro-phenyl]-4,5-dimethyl-5-(trifluoromethyl)tetrahydrofuran-2-carbonyl]amino]pyridine-2-carboxamide C1(CCC1)OC1=C(C=CC(=C1F)F)[C@@H]1[C@H](O[C@@]([C@H]1C)(C(F)(F)F)C)C(=O)NC1=CC(=NC=C1)C(=O)N